tert-butyl N-[3-methyl-2-[[2-methyl-4-(4-methylimidazol-1-yl)phenyl]sulfonylamino]phenyl]carbamate CC=1C(=C(C=CC1)NC(OC(C)(C)C)=O)NS(=O)(=O)C1=C(C=C(C=C1)N1C=NC(=C1)C)C